BrC1=NNC(C2=CC=C(C(=C12)F)C1CC1)=O 4-bromo-6-cyclopropyl-5-fluorophthalazin-1(2H)-one